2-(2-methylpropanoyl)-5-oxo-hexanoic acid ethyl ester C(C)OC(C(CCC(C)=O)C(C(C)C)=O)=O